7-(2,3-dimethylbut-2-yl)-5-iodo-7H-pyrrolo[2,3-d]pyrimidin-4-amine CC(C)(C(C)C)N1C=C(C2=C1N=CN=C2N)I